ClC1=CC(=C(C=C1)N1CCC(CC1)(C(=O)N[C@@H]1CN(CC1)C)C=1C=CC(=NC1)C=1C(=NC=CC1)OCC)C#N 1-(4-chloro-2-cyanophenyl)-4-{2'-ethoxy-[2,3'-bipyridin]-5-yl}-N-[(3S)-1-methylpyrrolidin-3-yl]piperidine-4-carboxamide